(2-hydroxyethoxy)-3,5-dimethylbenzaldehyde OCCOC1=C(C=O)C=C(C=C1C)C